O1CCOC=2C1=C1C(=CC=NC1=CC2)O 2,3-dihydro-[1,4]dioxino[2,3-f]quinolin-10-ol